2-tert-butyl 3-methyl (1R,3R,4S)-2-azabicyclo[2.2.1]heptane-2,3-dicarboxylate [C@@H]12N([C@H]([C@@H](CC1)C2)C(=O)OC)C(=O)OC(C)(C)C